5-[2-(4-benzo[d]isoxazol-3-yl-piperidin-1-yl)-ethyl]-5H-pyrazolo[1,5-a]pyrazin-4-one O1N=C(C2=C1C=CC=C2)C2CCN(CC2)CCN2C(C=1N(C=C2)N=CC1)=O